N1(CCOCC1)CCN1C(=NC2=C1C=CC=C2)NC(C2=CC(=CC=C2)[N+](=O)[O-])=O N-[1-(2-morpholin-4-ylethyl)benzimidazol-2-yl]-3-nitrobenzamide